4-(6-(3-Methoxyphenyl)pyrazolo[1,5-a]pyridin-3-yl)piperazine-1-carboxylic acid tert-butyl ester C(C)(C)(C)OC(=O)N1CCN(CC1)C=1C=NN2C1C=CC(=C2)C2=CC(=CC=C2)OC